2,4,5-Trifluoro-3-hydroxybenzoyl chloride FC1=C(C(=O)Cl)C=C(C(=C1O)F)F